ClC=1C=C(C=CC1)CN1C=NC2=CC=C(C=C2C1=O)OC1=CC(=NC=C1)Cl 3-[(3-chlorophenyl)methyl]-6-[(2-chloro-4-pyridyl)oxy]quinazolin-4-one